nitro-acrylamide [N+](=O)([O-])C(C(=O)N)=C